1-[[4-[2-[(2-cyclopropyl-6-methyl-pyrimidin-4-yl)amino]pyrazolo[1,5-a]pyridin-5-yl]-6-methyl-3-pyridyl]oxy]-2-methyl-propan-2-ol C1(CC1)C1=NC(=CC(=N1)NC1=NN2C(C=C(C=C2)C2=C(C=NC(=C2)C)OCC(C)(O)C)=C1)C